FC1=CC=C(C=C1)N1N=CC2=C1C=C1CCN(C[C@]1(C2)[C@@H](O)C2=NC=CC(=C2)OC)S(=O)(=O)C2=CC(=C(C(=C2)F)F)F |&1:20| (R)-(1-(4-fluorophenyl)-6-((3,4,5-trifluorophenyl)sulfonyl)-4,4a,5,6,7,8-hexahydro-1H-pyrazolo[3,4-g]isoquinolin-4a-yl)(4-methoxypyridin-2-yl)-(R/S)-methanol